CNC1COCC2=NC=CC=C21 N-methyl-5,8-dihydro-6H-pyrano[3,4-b]-pyridin-5-amine